F\C(\C(=O)NC=1C(=NC=C(C1C)F)C)=C/C1=CC=C2C(=NNC2=C1)C (2Z)-2-fluoro-N-(5-fluoro-2,4-dimethylpyridin-3-yl)-3-(3-methyl-1H-indazol-6-yl)prop-2-enamide